N-cyclohexyl-2-[2-fluoro-5-[[6-oxo-4-(trifluoromethyl)-1H-pyridine-3-carbonyl]amino]-4-[rac-(3R,5S)-3,4,5-trimethylpiperazin-1-yl]phenyl]-1,3-thiazole-5-carboxamide C1(CCCCC1)NC(=O)C1=CN=C(S1)C1=C(C=C(C(=C1)NC(=O)C1=CNC(C=C1C(F)(F)F)=O)N1C[C@H](N([C@H](C1)C)C)C)F |r|